C(C)(=O)NC=1N=C2N(N=C(C=C2)C=2C=C(C(=NC2)C)C(=O)NCC2=C(C=CC(=C2)OC(F)(F)F)F)C1 5-{2-acetamidoimidazo[1,2-b]pyridazin-6-yl}-N-{[2-fluoro-5-(trifluoromethoxy)phenyl]methyl}-2-methylpyridine-3-carboxamide